5-(3-heptyloxybenzoyl)amino-3-(1,4,5,6,7,8,9-heptahydroquinolizin-2-yl)-1H-indole C(CCCCCC)OC=1C=C(C(=O)NC=2C=C3C(=CNC3=CC2)C=2CC3CCCCN3CC2)C=CC1